3-(3-(Difluoromethyl)bicyclo[1.1.1]pentan-1-yl)-1-phenylquinoxalin-2(1H)-one FC(C12CC(C1)(C2)C=2C(N(C1=CC=CC=C1N2)C2=CC=CC=C2)=O)F